FC1(CC(C1)N1C(C(=CC=C1)NC(C1=C(C=C(C=C1)I)N1CC2CC2(CC1)C)=O)=O)F N-(1-(3,3-difluorocyclobutyl)-2-oxo-1,2-dihydropyridin-3-yl)-4-iodo-2-(6-methyl-3-azabicyclo[4.1.0]heptan-3-yl)benzamide